N1=NC(=CC=C1)C=1C=NC=NC1 5-(pyridazin-3-yl)pyrimidine